4-methyl-3,5-decanedione CC(C(CC)=O)C(CCCCC)=O